OC1(CN(C2(CC2)CC1)C(=O)NC=1C(=NNC1)C1=CC2=C(C=N1)C=NN2CC(C)C)C(F)(F)F 6-Hydroxy-N-(3-(1-isobutyl-1H-pyrazolo[4,3-c]pyridin-6-yl)-1H-pyrazol-4-yl)-6-(trifluoromethyl)-4-azaspiro[2.5]octane-4-carboxamide